F[C@H]1CN(CC[C@H]1NC=1C=2N(C=CC1)C(=C(N2)C#CCNC2=C(C=C(C(=O)NC)C=C2)OC)C(F)(F)F)C 4-{[3-(8-{[(3S,4R)-3-fluoro-1-methylpiperidin-4-yl]amino}-3-(trifluoromethyl)imidazo[1,2-a]pyridin-2-yl)prop-2-yn-1-yl]amino}-3-methoxy-N-methylbenzamide